1-(pyrazolo[1,5-a]pyrimidin-5-yl)pyrrolidin-2-one N1=CC=C2N1C=CC(=N2)N2C(CCC2)=O